1-[5-tert-butyl-2-p-tolyl-2H-pyrazol-3-yl]-3-[4-(3-(tetrahydropyran-2-yl-oxy)butan-1-yl)naphthalen-1-yl]-urea C(C)(C)(C)C=1C=C(N(N1)C1=CC=C(C=C1)C)NC(=O)NC1=CC=C(C2=CC=CC=C12)CCC(C)OC1OCCCC1